C12(CCCCC(CC1)CC2)OC(C=C)=O acrylic bicyclo[4.2.2]Decyl ester